9-isopropoxycarbonyl-tetracyclo[6.2.1.13,6.02,7]Dodec-4-ene C(C)(C)OC(=O)C1C2C3C4C=CC(C3C(C1)C2)C4